(E)-3-(3-Hydroxy-4-methoxyphenyl)-1-(4-methoxyphenyl)prop-2-en-1-one OC=1C=C(C=CC1OC)/C=C/C(=O)C1=CC=C(C=C1)OC